2-chloro-3,8-dihydroxy-6H-benzo[c]chromen-6-one ClC=1C=C2C3=C(C(OC2=CC1O)=O)C=C(C=C3)O